C1(=CC=CC=C1)S(=O)(=O)N1CCCC2=CC(=CC=C12)[C@H]1[C@@H](C1)NC1CCNCC1 trans-N-(2-(1-(benzenesulfonyl)-1,2,3,4-tetrahydroquinolin-6-yl)cyclopropyl)piperidin-4-amine